N-((4,4-difluorocyclohexyl)methyl)-5-(3-(difluoromethyl)imidazo[1,2-b]pyridazin-6-yl)-7H-pyrrolo[2,3-d]pyrimidin-2-amine FC1(CCC(CC1)CNC=1N=CC2=C(N1)NC=C2C=2C=CC=1N(N2)C(=CN1)C(F)F)F